BrC=1C(=CC(=C(C(=O)NC=2C(=NC(=CC2)OC)C)C1)NC1=C(C=C(C=C1)F)C)OC(F)(F)F 5-bromo-2-((4-fluoro-2-methylphenyl)amino)-N-(6-methoxy-2-methylpyridin-3-yl)-4-(trifluoromethoxy)benzamide